5-(2-aminopyrimidin-5-yl)oxolan-3-ol NC1=NC=C(C=N1)C1CC(CO1)O